C(=O)N1[C@H](C2=CC(=C(C=C2CC1)OC)C(=O)N)CCC1=CNC2=CC=C(C=C12)OC (S)-2-formyl-6-methoxy-1-(2-(5-methoxy-1H-indol-3-yl)ethyl)-1,2,3,4-tetrahydroisoquinoline-7-carboxamide